NC1=NN(C2=C(C=C(C(=C12)OC1=C(C=CC(=C1)F)Cl)NC(C1=CC(=CC(=C1)C(F)(F)F)F)=O)C#CC1=NC=CC=C1)CCO N-(3-Amino-4-(2-chloro-5-fluorophenoxy)-1-(2-hydroxyethyl)-7-(pyridin-2-ylethynyl)-1H-indazol-5-yl)-3-fluoro-5-(trifluoromethyl)benzamide